C(C=C)(=O)O.NC(=O)OCC urethane compound with acrylate